N1C=NC=C1.C(C)[N+](CC)(CC)CC tetraethylammonium imidazole salt